tert-butyl-N-[[4-cyano-3-methyl-7-[4-(trifluoromethoxy)phenyl] benzimidazol-5-yl]methyl]carbamate C(C)(C)(C)OC(NCC1=C(C2=C(N=CN2C)C(=C1)C1=CC=C(C=C1)OC(F)(F)F)C#N)=O